(S)-N-acetyl-N-(2-amino-6-guanidinohexyl)glycine C(C)(=O)N(CC(=O)O)C[C@H](CCCCNC(=N)N)N